Cl.NC1=C2N(C(N(C2=NC=N1)C1CCN(CC1)CCC1CCNCC1)=O)C1=CC=C(C=C1)OC1=CC=CC=C1 6-amino-7-(4-phenoxyphenyl)-9-{1-[2-(piperidin-4-yl)ethyl]piperidin-4-yl}purin-8-one hydrochloride